1-[(2-{3-azabicyclo[3.1.0]hexan-3-yl}-4-[(1E)-2-phenylethenyl]pyrimidin-5-yl)-methyl]-1H-imidazole-4-carboxylic acid C12CN(CC2C1)C1=NC=C(C(=N1)\C=C\C1=CC=CC=C1)CN1C=NC(=C1)C(=O)O